N-(3-(3,3-difluoro-1-((4-methyl-4H-1,2,4-triazol-3-yl)methyl)-cyclobutyl)phenyl)-6-(trifluoromethyl)picolinamide FC1(CC(C1)(CC1=NN=CN1C)C=1C=C(C=CC1)NC(C1=NC(=CC=C1)C(F)(F)F)=O)F